OC[C@@]1(O)[C@H](O)[C@H](O)[C@H](O)[C@H](O1)CO α-D-allo-heptulose